C(=O)(OCC1=CC=CC=C1)NCCCCl N-Cbz-3-chloropropylamine